2-[3-methoxyphenyl]ferrocene COC=1C=C(C=CC1)C=1[CH-]C=CC1.[CH-]1C=CC=C1.[Fe+2]